N-Methyltaurin sodium [Na].CNCCS(=O)(=O)O